CN1N=C2C(C(N(C=3C(=NC=CC23)NC(=O)C2CC2)C)C([2H])([2H])[2H])=N1 N-(2,5-dimethyl-4-(methyl-d3)-4,5-dihydro-2H-[1,2,3]triazolo[4,5-c][1,7]naphthyridin-6-yl)cyclopropanecarboxamide